1-(3,5-bis(trifluoromethyl)benzyl)piperidin FC(C=1C=C(CN2CCCCC2)C=C(C1)C(F)(F)F)(F)F